N-(2-(1H-imidazol-1-yl)benzyl)-6,7-dihydrospiro[cyclopenta[d]pyrazolo[1,5-a]pyrimidine-5,1'-cyclopentane]-8-amine N1(C=NC=C1)C1=C(CNC2=C3C(=NC=4N2N=CC4)C4(CCCC4)CC3)C=CC=C1